2-chloro-N-(4-(2-(2-(((1r,4r)-4-(dimethylamino)cyclohexyl)amino)pyrimidin-5-yl)ethyl)-2-fluoro-5-methoxyphenyl)benzenesulfonamide ClC1=C(C=CC=C1)S(=O)(=O)NC1=C(C=C(C(=C1)OC)CCC=1C=NC(=NC1)NC1CCC(CC1)N(C)C)F